octyl-oxyhydroxyamine C(CCCCCCC)ONO